2-(2-hydroxy-4-octyloxyphenyl)-4,6-bis(2,4-di-tert-butylphenyl)-s-triazine OC1=C(C=CC(=C1)OCCCCCCCC)C1=NC(=NC(=N1)C1=C(C=C(C=C1)C(C)(C)C)C(C)(C)C)C1=C(C=C(C=C1)C(C)(C)C)C(C)(C)C